7-((2,2,2-trifluoroethyl)((2-(trimethylsilyl)ethoxy)methyl)amino)-3,4-dihydropyrido[3,2-d]pyrimidin-2(1H)-one FC(CN(C1=CC=2NC(NCC2N=C1)=O)COCC[Si](C)(C)C)(F)F